7-chloro-N-(1,1-dicyclopropyl-2,2,3,3,3-pentafluoropropyl)-6-fluoro-4-oxo-1-(2,4,6-trifluorophenyl)-1,4-dihydro-1,8-naphthyridine-3-carboxamide ClC1=C(C=C2C(C(=CN(C2=N1)C1=C(C=C(C=C1F)F)F)C(=O)NC(C(C(F)(F)F)(F)F)(C1CC1)C1CC1)=O)F